[Si](C1=CC=CC=C1)(C1=CC=CC=C1)(C(C)(C)C)OC[C@@H]1CO[C@@H](CN1C(=O)OC(C)(C)C)C(NC(C)(C)C1=C(C=CC=C1)Cl)=O tert-butyl (2S,5S)-5-(((tert-butyldiphenylsilyl)oxy)methyl)-2-((2-(2-chloro-phenyl)propan-2-yl)carbamoyl)morpholine-4-carboxylate